titanium mono-n-butoxytri((R)-1,2,3,4-tetrahydronaphthalen-1-yl)-1,2,3,4-tetrahydroisoquinoline C(CCC)OC1N(C(C2=CC=CC=C2C1)([C@@H]1CCCC2=CC=CC=C12)[C@@H]1CCCC2=CC=CC=C12)[C@@H]1CCCC2=CC=CC=C12.[Ti]